5-[({1-[2-Fluoro-4-(trifluoromethyl)phenyl]cyclopropyl}carbonyl)amino]-2-[1-(2-methylpropyl)-1H-pyrazol-4-yl]benzoic acid FC1=C(C=CC(=C1)C(F)(F)F)C1(CC1)C(=O)NC=1C=CC(=C(C(=O)O)C1)C=1C=NN(C1)CC(C)C